2,3-dihydro-1H-benzo[d]imidazole-4-carboxylate N1CNC2=C1C=CC=C2C(=O)[O-]